CC1=C(C(=CC=C1)C)NC(=O)CCl N-2,6-dimethylphenyl-2-chloroacetamide